5-Chloro-1,6-naphthyridin-2(1H)-one ClC1=C2C=CC(NC2=CC=N1)=O